NCC1(CN(CCC1F)C(=O)OC(C)(C)C)O tert-butyl 3-(aminomethyl)-4-fluoro-3-hydroxypiperidine-1-carboxylate